4-[[5-(2-chloro-4-methyl-phenoxy)-4-methyl-3-pyridyl]oxy]-3-fluoro-N-(methylsulfamoyl)pyridin-2-amine ClC1=C(OC=2C(=C(C=NC2)OC2=C(C(=NC=C2)NS(NC)(=O)=O)F)C)C=CC(=C1)C